C(CC)S(=O)C=1C=C2C(=CNC2=CC1)CCNC(C)=O N-(2-(5-(Propylsulfinyl)-1H-indol-3-yl)ethyl)acetamide